FC=1C=C(C=C(C1C=1C=C2C(=CN1)NN=C2C=2C=NN(C2)C)F)C(C(=O)N)N2CC1(C2)CCOCC1 (3,5-difluoro-4-(3-(1-methyl-1H-pyrazol-4-yl)-1H-pyrazolo[3,4-c]pyridin-5-yl)phenyl)-2-(7-oxa-2-azaspiro[3.5]non-2-yl)acetamide